Allyl 2-acetamido-3-O-benzyl-6-O-tert-butyldiphenylsilyl-2-deoxy-4-O-(2-naphthylmethyl)-α-L-altropyranosyl-(1→3)-4-azido-2,4,6-trideoxy-2-trichloroacetamido-β-D-galactopyranoside C(C)(=O)N[C@H]1[C@@H](O[C@H]([C@@H]([C@@H]1OCC1=CC=CC=C1)OCC1=CC2=CC=CC=C2C=C1)CO[Si](C1=CC=CC=C1)(C1=CC=CC=C1)C(C)(C)C)O[C@@H]1[C@H]([C@H](OCC=C)O[C@@H]([C@@H]1N=[N+]=[N-])C)NC(C(Cl)(Cl)Cl)=O